CC1NS(CC1)(=O)=O 3-methyl-1,2-thiazolidin-1,1-dioxide